benzimidazolepropanesulfonic acid N1=C(NC2=C1C=CC=C2)CCCS(=O)(=O)O